FC=1C(=C2C(=NC1C)NN=C2)C2=C1N(N=C2C2=NC=C(C=C2)F)CC(C1)(C)C 5-Fluoro-4-[2-(5-fluoro-2-pyridyl)-5,5-dimethyl-4,6-dihydropyrrolo[1,2-b]pyrazol-3-yl]-6-methyl-1H-pyrazolo[3,4-b]pyridine